tert-Butyl 3-(((S)-1-((2S,4R)-4-hydroxy-2-(((S)-1-(4-(4-methylthiazol-5-yl)phenyl)ethyl)carbamoyl)pyrrolidin-1-yl)-3,3-dimethyl-1-oxobutan-2-yl)amino)-3-oxopropanoate O[C@@H]1C[C@H](N(C1)C([C@H](C(C)(C)C)NC(CC(=O)OC(C)(C)C)=O)=O)C(N[C@@H](C)C1=CC=C(C=C1)C1=C(N=CS1)C)=O